C([C@H]([C@H]1[C@H]([C@@H]([C@H](O1)O)O)O)O)O The molecule is a D-idofuranose in which the carbon bearing the anomeric hydroxy group has alpha configuration at the anomeric centre. It is an enantiomer of an alpha-L-idofuranose.